ClC1=C(N=C(N=N1)SC)OC 6-chloro-5-methoxy-3-(methylthio)-1,2,4-triazine